bis(triphenylphosphino)tetrakis(pentafluorophenyl)ammonium borate B([O-])([O-])[O-].C1(=CC=CC=C1)P(C1=CC=CC=C1)(C1=CC=CC=C1)C1(C(C(=C(C(=C1F)F)F)F)([N+](C1=C(C(=C(C(=C1F)F)F)F)F)(C1=C(C(=C(C(=C1F)F)F)F)F)C1=C(C(=C(C(=C1F)F)F)F)F)P(C1=CC=CC=C1)(C1=CC=CC=C1)C1=CC=CC=C1)F.C1(=CC=CC=C1)P(C1=CC=CC=C1)(C1=CC=CC=C1)C1(C(C(=C(C(=C1F)F)F)F)(P(C1=CC=CC=C1)(C1=CC=CC=C1)C1=CC=CC=C1)[N+](C1=C(C(=C(C(=C1F)F)F)F)F)(C1=C(C(=C(C(=C1F)F)F)F)F)C1=C(C(=C(C(=C1F)F)F)F)F)F.C1(=CC=CC=C1)P(C1=CC=CC=C1)(C1=CC=CC=C1)C1(C(C(=C(C(=C1F)F)F)F)(P(C1=CC=CC=C1)(C1=CC=CC=C1)C1=CC=CC=C1)[N+](C1=C(C(=C(C(=C1F)F)F)F)F)(C1=C(C(=C(C(=C1F)F)F)F)F)C1=C(C(=C(C(=C1F)F)F)F)F)F